C(CCCCCCCCCCCCCCCCCCCCC)[N+](C)(C)C Behenyl-trimethylammonium